C(=O)(O)C1=CC=C(C=C1)P(C1=CC=C(C=C1)C(=O)O)C1=CC=C(C=C1)C(=O)O tri(4-carboxyphenyl)phosphine